N-(2-carbamoyl-4-chloro-6-methyl-phenyl)-2-(3-chloro-2-pyridinyl)-5-(methylsulfonylmethyl)pyrazole-3-carboxamide C(N)(=O)C1=C(C(=CC(=C1)Cl)C)NC(=O)C=1N(N=C(C1)CS(=O)(=O)C)C1=NC=CC=C1Cl